C1(CCCC1)C=1SC2=C(N1)NC(=C2)C(=O)NC2CC[Si](CC2)(C)C 2-cyclopentyl-N-(1,1-dimethylsilacyclohex-4-yl)-4H-pyrrolo[2,3-d]thiazole-5-carboxamide